FC=1C=C2CCCOC2=CC1F 6,7-difluorochroman